FC([C@@H](N)C1=CN(C2=CC(=C(C=C12)F)C=1C(=NC=CC1)C(F)(F)F)CC(C)(C)C)(F)F (S)-2,2,2-trifluoro-1-(5-fluoro-1-neopentyl-6-(2-(trifluoromethyl)pyridin-3-yl)-1H-indol-3-yl)ethan-1-amine